tert-butyl (cis)-2-(4-(7-carbamoylbenzo[d]imidazo[2,1-b]thiazol-2-yl)-3-fluorophenyl)-4-hydroxypyrrolidine-1-carboxylate C(N)(=O)C1=CC2=C(N3C(S2)=NC(=C3)C3=C(C=C(C=C3)[C@@H]3N(C[C@@H](C3)O)C(=O)OC(C)(C)C)F)C=C1